N1=CC(=CC2=CC=CC=C12)C1=CC=C(OC2CCN(CC2)C(C)=O)C=C1 [4-(4-quinolin-3-yl-phenoxy)-piperidin-1-yl]-ethanone